ClC1=C(C=CC(=C1)Cl)[C@@H](C)N1N=NC=2C1=NC(=CC2)N2CC(C2)[C@@H]2CNCCC2 (R)-3-(1-(3-((R)-1-(2,4-dichlorophenyl)ethyl)-3H-[1,2,3]triazolo[4,5-b]pyridin-5-yl)azetidin-3-yl)piperidin